4-benzyl-2-(7,8-difluoro-3-quinolyl)-6-methyl-5,6-dihydro-4H-1,3-oxazine C(C1=CC=CC=C1)C1N=C(OC(C1)C)C=1C=NC2=C(C(=CC=C2C1)F)F